ClC=1C(=CC(=NC1)NC1CCOCC1)C1=CC=C2CN(C(C2=C1)=O)CC(=O)N1C(C2=CC=CC=C2CC1)C 6-{5-chloro-2-[(oxan-4-yl)amino]pyridin-4-yl}-2-{2-[(3S)-methyl-1,2,3,4-tetrahydroisoquinolin-2-yl]-2-oxoethyl}-2,3-dihydro-1H-isoindol-1-one